N'-acetyl-2-fluoro-3-nitrobenzohydrazide C(C)(=O)NNC(C1=C(C(=CC=C1)[N+](=O)[O-])F)=O